2-(6-(4-(3H-imidazo[4,5-b]pyridin-7-yl)-1H-pyrazol-1-yl)pyridin-3-yl)propanamide N1=CNC2=NC=CC(=C21)C=2C=NN(C2)C2=CC=C(C=N2)C(C(=O)N)C